2-Iodo-1,1,1-trifluoroethane ICC(F)(F)F